2-amino-5-{2-[(1S)-1-cyclopropylethyl]-1-oxo-7-[(3R)-oxopyrrolidin-3-yloxy]-2,3-dihydro-1H-isoindol-5-yl}-N-[(3R)-5-oxopyrrolidin-3-yl]pyrazolo[1,5-a]pyrimidine-3-carboxamide NC1=NN2C(N=C(C=C2)C=2C=C3CN(C(C3=C(C2)O[C@H]2C(NCC2)=O)=O)[C@@H](C)C2CC2)=C1C(=O)N[C@H]1CNC(C1)=O